benzyl (S)-lactate C([C@@H](O)C)(=O)OCC1=CC=CC=C1